CN1C=C(C=CC1=O)NC=1C=CC=C2CCN(CC12)C(=O)OC(C)(C)C t-Butyl 8-((1-methyl-6-oxo-1,6-dihydropyridin-3-yl) amino)-3,4-dihydroisoquinoline-2(1H)-carboxylate